ClC1=NC=C(C(=C1)NCC1=C(C=CC=C1)N(S(=O)(=O)C)C)C(F)(F)F N-[2-({[2-chloro-5-(trifluoromethyl)-pyridin-4-yl]amino}methyl)phenyl]-N-methylmethanesulfonamide